4-(methyl-d3)-2-phenyl-5-(trimethylsilyl)pyridine C(C1=CC(=NC=C1[Si](C)(C)C)C1=CC=CC=C1)([2H])([2H])[2H]